NC1=CC=C(C[C@H](N)C(=O)O)C=C1 4-amino-L-phenylalanine